BrCC(=O)C1(C(COC2=C(C=CC=C12)CCC(=O)OCC)F)C ethyl 3-[4-(2-bromoacetyl)-3-fluoro-4-methyl-chroman-8-yl]propanoate